C1(CC1)C1=NNC(=N1)C1CC2(CN(C2)C(=O)N2CC3(C2)CN(C3)CC=3N=CNC3C(F)(F)F)C1 [6-(3-cyclopropyl-1H-1,2,4-triazol-5-yl)-2-azaspiro[3.3]heptan-2-yl]-[6-[[5-(trifluoromethyl)-1H-imidazol-4-yl]methyl]-2,6-diazaspiro[3.3]heptan-2-yl]methanone